benzyl (4-(4'-(3-hydroxypropyl)-[1,1'-biphenyl]-4-yl)butyl)carbamate OCCCC1=CC=C(C=C1)C1=CC=C(C=C1)CCCCNC(OCC1=CC=CC=C1)=O